yttrium trimethoxide C[O-].C[O-].C[O-].[Y+3]